(R)-4-(5-ethyl-3H-[1,2,3]triazolo[4,5-b]pyridin-3-yl)-2-fluoro-N-(8-methylisoquinolin-1-yl)-N-(piperidin-3-yl)benzamide C(C)C1=CC=C2C(=N1)N(N=N2)C2=CC(=C(C(=O)N([C@H]1CNCCC1)C1=NC=CC3=CC=CC(=C13)C)C=C2)F